COC1=CC=CC=2C=C(OC21)C(=O)NC2CCC(CC2)NC2=CC(=NC1=CC=C(C=C21)Cl)C(F)(F)F 7-methoxy-N-[(1s,4s)-4-{[6-chloro-2-(trifluoromethyl)quinolin-4-yl]amino}cyclohexyl]-1-benzofuran-2-carboxamide